CC1=NCCC2=C1N=NN2 4-methyl-6,7-dihydro-1H-[1,2,3]triazolo[4,5-c]pyridin